C(\C=C\C(=O)[O-])(=O)OC=C monoethenyl fumarate